N-(phenyl)imidazolium triflate [O-]S(=O)(=O)C(F)(F)F.C1(=CC=CC=C1)N1C=[NH+]C=C1